C(C1=CC=CC=C1)N1OC=CC1=O 2-benzyl-1,2-oxazol-3-one